ClC=1C=C(C(=O)O)C=C(C1C(F)F)S(NC1=C(C=C(C(=C1)C1=C(C=CC=C1)OCCO)F)F)(=O)=O 3-chloro-5-[[2,4-difluoro-5-[2-(2-hydroxyethoxy)phenyl]phenyl]sulfamoyl]-4-(difluoromethyl)benzoic acid